NC=1C(=NC(=C(N1)C1=CC=C(C=C1)F)C1=CC(=NC(=C1)C)C)C#N 3-amino-6-(2,6-dimethylpyridin-4-yl)-5-(4-fluorophenyl)pyrazine-2-carbonitrile